(2R)-N-(2-((5-((3-(2,3-dihydrobenzo[b][1,4]dioxin-6-yl)-2-methylbenzyl)oxy)-2,3-dihydro-1H-inden-1-yl)amino)ethyl)acetamide O1C2=C(OCC1)C=C(C=C2)C=2C(=C(COC=1C=C3CCC(C3=CC1)NCCNC(C)=O)C=CC2)C